Cl.NCC#CC=1C=C(C=CC1)C#CCNC(C[C@H]1C=2N(C3=C(C(=N1)C1=CC=C(C=C1)Cl)C(=C(S3)C)C)C(=NN2)C)=O (S)-N-(3-(3-(3-aminoprop-1-yn-1-yl)phenyl)prop-2-yn-1-yl)-2-(4-(4-chlorophenyl)-2,3,9-trimethyl-6H-thieno[3,2-f][1,2,4]triazolo[4,3-a][1,4]diazepin-6-yl)acetamide hydrochloride